(S)-N-(4-((4-(trifluoromethyl)benzyl)oxy)benzyl)pyrrolidine-2-carboxamide hydrochloride Cl.FC(C1=CC=C(COC2=CC=C(CNC(=O)[C@H]3NCCC3)C=C2)C=C1)(F)F